NC1C2=CC=CC=C2CC12CCN(CC2)C=2C(=NC(=CN2)C=CC2=C(C(=NC=C2)N)Cl)CO (3-(1-amino-1,3-dihydrospiro[indene-2,4'-piperidin]-1'-yl)-6-(2-(2-amino-3-chloropyridin-4-yl)vinyl)pyrazin-2-yl)methanol